2-amino-3-(6-fluoro-7-methylthieno[3,2-b]pyridine-2-carboxamido)propanoate NC(C(=O)[O-])CNC(=O)C1=CC2=NC=C(C(=C2S1)C)F